ClC1=CC=C(C=C1)C(=O)N1C(C=2N(CC1)C(=NN2)C2=NC(=NS2)C)CCOCCF (4-Chlorophenyl)(8-(2-(2-fluoroethoxy)ethyl)-3-(3-methyl-1,2,4-thiadiazol-5-yl)-5,6-dihydro-[1,2,4]triazolo[4,3-a]pyrazin-7(8H)-yl)methanone